OC(CNC=1N=NC(=C2C1C=NC=C2)C2=C(C=C(C=C2)C(F)(F)F)O)(C)C 2-[4-[(2-hydroxy-2-methyl-propyl)amino]pyrido[3,4-d]pyridazin-1-yl]-5-(trifluoromethyl)phenol